P1(CCCCC1)=O phosphinane oxide